C(C)OC=1N=C2N(C(C1)=O)C=CC(=C2)OC 2-ethoxy-8-methoxy-4H-pyrido[1,2-a]pyrimidin-4-one